CN1C(=NC=C1)C(\C=C\CC)=O (E)-1-(1-methyl-1H-imidazol-2-yl)pent-2-en-1-one